CC1=NN(C(=C1)C)C=1C(=CC(=C(OC=2C(=NC(=NC2)N)N)C1)C(C)C)OC 5-[5-(3,5-Dimethyl-pyrazol-1-yl)-2-isopropyl-4-methoxy-phenoxy]-pyrimidine-2,4-diamine